10-((2-(2,6-diketopiperidin-3-yl)-1-oxoisoindol-4-yl)amino)decanoic acid O=C1NC(CCC1N1C(C2=CC=CC(=C2C1)NCCCCCCCCCC(=O)O)=O)=O